n-butyl-4,4-bis(t-butyl peroxy)valerate C(CCC)OC(CCC(C)(OOC(C)(C)C)OOC(C)(C)C)=O